furylboric acid O1C(=CC=C1)OB(O)O